D-N-acetylneuraminic acid sodium salt [Na+].C(C)(=O)N[C@@H]1[C@H](CC(C([O-])=O)(O)O[C@H]1[C@H](O)[C@H](O)CO)O